BrC=1C=C(C=C(C1O)C)S(=O)(=O)Cl 3-Bromo-4-hydroxy-5-methyl-benzenesulfonyl chloride